3-(o-tolyl)urea C1(=C(C=CC=C1)NC(N)=O)C